O1CCN(CC1)C1=NC(=NC(=N1)N1CCOCC1)C=1C(=NC(=NC1)N)C(F)(F)F 5-(4,6-dimorpholino-1,3,5-triazin-2-yl)-4-(trifluoromethyl)pyrimidin-2-amine